C(COCC1OC(OC1)=O)OCC1OC(OC1)=O (1,2-ethanediylbis(oxymethylene))bis(1,3-dioxolan-2-one)